ClC1=CC(=C2N=C(C=NC2=C1)N1CCOCC1)C(C)=O 1-[7-chloro-3-(morpholin-4-yl)quinoxalin-5-yl]ethan-1-one